BrC1=C(C=CCO1)F 6-bromo-5-fluoro-2H-pyran